ClC1=CC=C(COC2=NN=C(S2)NC(C2=C(C=NC=C2)N2[C@@H](COC[C@H]2C)C)=O)C=C1 N-(5-((4-chlorobenzyl)oxy)-1,3,4-thiadiazol-2-yl)-3-((3R,5R)-3,5-dimethylmorpholino)isonicotinamide